NC1=NC=NN2C1=CC(=C2C=2C=C(C(=O)NC=1C=NN(C1)CC1=CC=CC=C1)C=CC2)F 3-{4-amino-6-fluoropyrrolo[2,1-f][1,2,4]triazin-7-yl}-N-(1-benzyl-1H-pyrazol-4-yl)benzamide